(7S)-2-[4-(3,5-difluorophenoxy)phenyl]-7-[4-(prop-2-enoyl)piperazin-1-yl]-4,5,6,7-tetrahydro-2H-pyrazolo[4,3-b]pyridine-3-carboxamide FC=1C=C(OC2=CC=C(C=C2)N2N=C3C(NCC[C@@H]3N3CCN(CC3)C(C=C)=O)=C2C(=O)N)C=C(C1)F